5-((3-(difluoromethyl)benzyl)amino)-N-methyl-6-(1-methyl-1H-imidazol-4-yl)pyrazine-2-sulfonamide FC(C=1C=C(CNC=2N=CC(=NC2C=2N=CN(C2)C)S(=O)(=O)NC)C=CC1)F